CC(CN1N=CC=C1C(=O)O)C 2-(2-methylpropyl)pyrazole-3-carboxylic acid